2-methylbenzene-1-sulfonamide CC1=C(C=CC=C1)S(=O)(=O)N